COC1=C(C=CC=C1)/C=C/C(=O)OCC Ethyl (E)-3-(2-methoxyphenyl)acrylate